(3-(1-(4-methyl-4H-1,2,4-triazole-3-carbonyl)cyclopropyl)phenyl)-4-(trifluoromethyl)isoindolin-1-one CN1C(=NN=C1)C(=O)C1(CC1)C=1C=C(C=CC1)N1C(C2=CC=CC(=C2C1)C(F)(F)F)=O